Benzyl-2-O-p-methoxybenzyl-3,4-di-O-benzyl-6-levulinyl-β-D-galactopyranose C(C1=CC=CC=C1)[C@]1(O)[C@H](OCC2=CC=C(C=C2)OC)[C@@H](OCC2=CC=CC=C2)[C@@H](OCC2=CC=CC=C2)[C@H](O1)C(O)C(CCC(=O)C)=O